OC(CCO)C 3-Hydroxybutanol